2-(bromomethyl)-1-(3,4-difluorophenyl)naphthalene BrCC1=C(C2=CC=CC=C2C=C1)C1=CC(=C(C=C1)F)F